C(#N)C1=C(SC2=C1CN(C(C2)C)CC2=CC(=CC=C2)F)NC(CC2=CC=C(C=C2)S(N)(=O)=O)=O N-(3-Cyano-5-(3-fluorobenzyl)-6-methyl-4,5,6,7-tetrahydrothieno[3,2-c]pyridin-2-yl)-2-(4-sulfamoylphenyl)acetamid